CC=1N=CNC1[C@@H](C)C1=CC=C(C=C1)NC([C@H](C)[C@H]1COCC1)=O |o1:16| rel-(R)-N-(4-((S)-1-(4-methyl-1H-imidazol-5-yl)ethyl)phenyl)-2-((S)-tetrahydrofuran-3-yl)propanamide